OCC[C@H](NC(OCC[Si](C)(C)C)=O)CNC(CCC(=O)OC)=O Methyl (8S)-8-(2-hydroxyethyl)-2,2-dimethyl-6,11-dioxo-5-oxa-7,10-diaza-2-silatetradecan-14-oate